O=C1NN=C(C2=CC(=CC=C12)C=1C=NC=C(C1)OC1=NC=CC=N1)CNC(OC(C)(C)C)=O tert-butyl N-[[4-oxo-7-(5-pyrimidin-2-yloxy-3-pyridyl)-3H-phthalazin-1-yl]methyl]carbamate